C(C)(C)N1CC(C(C(C1)=CC1=CC=C(C=C1)F)=O)=CC1=CC=C(C=C1)F 1-Isopropyl-3,5-bis(4-fluorobenzylidene)piperidin-4-one